ethyl (5-cyano-1-(1-((1s,4s)-4-isopropylcyclohexyl)piperidin-4-yl)-2-oxoindolin-3-yl)carbamate C(#N)C=1C=C2C(C(N(C2=CC1)C1CCN(CC1)C1CCC(CC1)C(C)C)=O)NC(OCC)=O